nondecyl alcohol C(CCCCCCCCCCCCCCCCCC)O